O(S(=O)(=O)C(F)(F)F)C=1C2=CC(=CC=C2C=2C=CC=C(C2C1)CC)CC 1,7-diethylphenanthren-9-yl triflate